Tert-butyl 3-(bromomethyl)-3-methylazetidine-1-carboxylate BrCC1(CN(C1)C(=O)OC(C)(C)C)C